N[C@H]1CN(C[C@H](C1(F)F)C)C1=NC=C(C(=N1)NC=1C=C(C2=C(NC(N2C)=O)C1)OCC(=O)O)Cl 2-((6-((2-((3S,5R)-3-Amino-4,4-difluoro-5-methylpiperidin-1-yl)-5-chloropyrimidin-4-yl)amino)-3-methyl-2-oxo-2,3-dihydro-1H-benzo[d]imidazol-4-yl)oxy)acetic acid